S1C(=C1)C=1SC1C=1SC1 terthiairene